C(C)(=O)O.CCCCCCCC\C=C\CC E-7Z-9-dodecene acetate